CC(CC[C@@H](C(=O)O)NCC1=CC(=CC=C1)N1N=CN=C1)(C)C (2S)-5,5-dimethyl-2-({[3-(1H-1,2,4-triazol-1-yl)phenyl]methyl}amino)hexanoic acid